4-[[2-fluoro-3-methoxy-propyl]-[4-(5,6,7,8-tetrahydro-1,8-naphthyridin-2-yl)butyl]amino]-2-[(3-methoxy-3-methyl-butanoyl)amino]butanoic acid FC(CN(CCC(C(=O)O)NC(CC(C)(C)OC)=O)CCCCC1=NC=2NCCCC2C=C1)COC